CC(CC1=CC=CC=C1)(C)OC(=O)N[C@@H](CC(C)C)C(=O)OC Methyl (((2-methyl-1-phenylpropan-2-yl) oxy) carbonyl)-L-leucinate